C(CCC)C=1SC=C2C1OCCO2 2-butyl-3,4-ethylenedioxythiophene